(3R,4R,5R)-5-(Hydroxymethyl)-3,4-piperidinediol (2S,3S)-2,3-Dihydroxybutanedioate O[C@H](C(=O)O)[C@@H](C(=O)O)O.OC[C@@H]1[C@H]([C@@H](CNC1)O)O